bromo-5'-chloro-2,4,6-trimethyl-1,1'-biphenyl BrC=1C(=C(C(=CC1C)C)C1=CC=CC(=C1)Cl)C